C12OCCN(C2C1)C(=O)C=1C2=C(N(N1)C1=CC=C(C=C1)CN1CCOCC1)C=1C=CC(=CC1S(C2)(=O)=O)C (2-oxa-5-azabicyclo[4.1.0]hept-5-yl)(7-methyl-1-(4-(morpholinylmethyl)phenyl)-5,5-dioxido-1,4-dihydrothiochromeno[4,3-c]pyrazol-3-yl)methanone